C(C1=CC=CC=C1)OC(=O)N1[C@@H]2C[C@@H]([C@H](C1)C2)OC(=O)C=2C(=NOC2C2CC2)C2=C(C=CC=C2Cl)Cl (1S,4S,5S)-5-[[5-cyclopropyl-3-(2,6-dichlorophenyl)-1,2-oxazol-4-yl]carbonyloxy]-2-azabicyclo[2.2.1]heptane-2-carboxylic acid benzyl ester